FC(C(=O)O)(F)F.N1=CC=C2N1C=CN=C2 pyrazolo[1,5-a]pyrazine trifluoroacetate